(S)-8-(2-((2,6-dioxo-3-(2,2,2-trifluoroethyl)-2,3-dihydropyrimidin-1(6H)-yl)methyl)thieno[3,2-b]pyridin-7-yl)-1-(1-ethylpyrrolidin-3-yl)-1,2,3,4-tetrahydroquinoline-6-carbonitrile O=C1N(C(C=CN1CC(F)(F)F)=O)CC1=CC2=NC=CC(=C2S1)C=1C=C(C=C2CCCN(C12)[C@@H]1CN(CC1)CC)C#N